OCCN(CCO)CCCCCCO[Si](OC(OCCCCCCCC\C=C/C\C=C/CCCCC)CCCCCCCCCCCCC(CC)C)(C)C (23Z,26Z)-3-(2-hydroxyethyl)-11,11-dimethyl-13-(13-methylpentadecyl)-10,12,14-trioxa-3-aza-11-siladotriaconta-23,26-dien-1-ol